(5-(4-fluorophenyl)-4-methylpyridin-3-yl)methanone FC1=CC=C(C=C1)C=1C(=C(C=NC1)C=O)C